N-(4-iodobenzyl)-4-(2-(p-tolyl)-2H-pyrazolo[3,4-d]pyrimidin-4-yl)piperazine-2-carboxamide IC1=CC=C(CNC(=O)C2NCCN(C2)C=2C=3C(N=CN2)=NN(C3)C3=CC=C(C=C3)C)C=C1